NC1=NC=CC(=C1NC(=O)OCC)OC1=C(C=C(C=C1)NC(OC(C)(C)C)=O)F tert-butyl (4-((2-amino-3-((ethoxycarbonyl)amino)pyridin-4-yl)oxy)-3-fluorophenyl)carbamate